FC(C(=O)O)(F)F.C1(CCCCC1)CC(C)NCC1=C(C=CC=C1)CCC(=O)N 3-(2-((1-cyclohexylpropan-2-ylamino)methyl)phenyl)propanamide trifluoroacetate